C1(=CC=C(C=C1)C1=NN=C(N1C1=CC=CC=C1)C1=CC=C(C=C1)C(C)(C)C)C1=CC=CC=C1 3-(biphenyl-4-yl)-5-(4-t-butylphenyl)-4-phenyl-4H-1,2,4-Triazole